N-(4-(((R)-1-hydroxy-4-methylpent-2-yl)amino)-6-((R)-2-(6-methoxy-4-methylpyridin-3-yl)propyl)-1,3,5-triazin-2-yl)methanesulfonamide OC[C@@H](CC(C)C)NC1=NC(=NC(=N1)C[C@@H](C)C=1C=NC(=CC1C)OC)NS(=O)(=O)C